C(C1=CC=CC=C1)C1=C2NC=NC2=NC(=N1)N 6-benzyl-amino-purine